[C-]#[O+] Carbon monoxide